5-[3-chloro-5-(prop-2-enamido)phenyl]-1H-pyrazolo[3,4-c]pyridine-3-carboxamide ClC=1C=C(C=C(C1)NC(C=C)=O)C=1C=C2C(=CN1)NN=C2C(=O)N